C1(CCC1)N1C(=NC(=C1)C(F)(F)F)C1=CC=C(C=C1)CN (4-(1-cyclobutyl-4-(trifluoromethyl)-1H-imidazol-2-yl)phenyl)methanamine